C1=CC(=CC=2C(=CC=3OC4=C(C3C12)C1=CC=C(C=C1C=C4)S(=O)(=O)[O-])S(=O)(=O)[O-])S(=O)(=O)[O-].[Na+].[Na+].[Na+] sodium dinaphtho[2,1-b:1',2'-d]furan-3,5,11-trisulfonate